C1([C@H](O)[C@@H](O)[C@@H](O)[C@H](O1)CO)O[C@H]1[C@@H](O)OC[C@H]([C@@H]1O)O galactopyranosyl-(1-2)-α-D-xylo-pyranose